5-(3-(4-(((3r,5r,7r)-adamantan-1-yl)methyl)piperazin-1-yl-2,2,3,3,5,5,6,6-d8)prop-1-yn-1-yl)-2-methyl-4-oxoquinazolin C12(CC3CC(CC(C1)C3)C2)CN2C(C(N(C(C2([2H])[2H])([2H])[2H])CC#CC2=C3C(NC(=NC3=CC=C2)C)=O)([2H])[2H])([2H])[2H]